N-[(1S)-1-[[2-chloro-5-[2-(4-methylpiperazin-1-yl)-4-pyridyl]phenyl]methyl]-2-[4-(3,5-dimethylimidazol-4-yl)anilino]-2-oxo-ethyl]-2-methyl-pyrazole-3-carboxamide ClC1=C(C=C(C=C1)C1=CC(=NC=C1)N1CCN(CC1)C)C[C@@H](C(=O)NC1=CC=C(C=C1)C=1N(C=NC1C)C)NC(=O)C=1N(N=CC1)C